4-(trimethylsilyl)phenylphosphine chloride [Cl-].C[Si](C1=CC=C(C=C1)P)(C)C